(4-bromophenyl)-[1-(3-fluoropropyl)pyrrolidin-3-yl]methanol BrC1=CC=C(C=C1)C(O)C1CN(CC1)CCCF